C(CCCCCCCC)C(C(O)(O)C1=CC=CC=C1)CCCCCCCCCCCCCCCCCC nonylphenyl-eicosanediol